BrC=1N=C(N(N1)C1=NC=C(C=N1)OCC(F)F)C(C)NC(C1=CC(=CC(=C1)C(F)(F)F)C1C(C1)(F)F)=O N-[1-[5-bromo-2-[5-(2,2-difluoroethoxy)pyrimidin-2-yl]-1,2,4-triazol-3-yl]ethyl]-3-(2,2-difluorocyclopropyl)-5-(trifluoromethyl)benzamide